4-((4-Bromo-2-methylphenyl)sulfonyl)-5-methyl-3,4-dihydroquinoxaline-1(2H)-carboxylic acid tert-butyl ester C(C)(C)(C)OC(=O)N1CCN(C2=C(C=CC=C12)C)S(=O)(=O)C1=C(C=C(C=C1)Br)C